FC(C=1N(N=C2C=CC=CC12)CC(=O)OCCC=C(F)F)F 4,4-difluorobut-3-en-1-yl 2-(3-(difluoromethyl)-2H-indazol-2-yl)acetate